2-(1-((tert-butyldimethylsilyl)oxy)ethyl)-4-(1-ethoxyvinyl)-3-fluoropyridine [Si](C)(C)(C(C)(C)C)OC(C)C1=NC=CC(=C1F)C(=C)OCC